9-bromononyl nonan-5-yl carbonate C(OCCCCCCCCCBr)(OC(CCCC)CCCC)=O